C1(CC1)CN(C(OC(C)(C)C)=O)[C@@H]1CNCC1 tert-butyl N-(cyclopropylmethyl)-N-[(3S)-pyrrolidin-3-yl]carbamate